3-amino-6'-(trifluoromethyl)-2H-[1,2'-bipyridine]-2-one NC=1C(N(C=CC1)C1=NC(=CC=C1)C(F)(F)F)=O